C(CCC)C1=NC2(C(N1CC1=CC(=C(C=C1)C1=C(C=CC=C1)S(N(COC)C1=NOC(=C1C)C)(=O)=O)COCC)=O)CCN(CC2)C(=O)OCC2=CC=CC=C2 benzyl 2-butyl-3-((2'-(N-(4,5-dimethylisoxazol-3-yl)-N-(methoxymethyl)sulfamoyl)-2-(ethoxymethyl)-[1,1'-biphenyl]-4-yl)methyl)-4-oxo-1,3,8-triazaspiro[4.5]dec-1-ene-8-carboxylate